C(#N)C1=C(SC2=C1C(=NC=C2F)C=2C1=C(C=3C=NC(=NC3C2F)N2C[C@H](CC2)N([C@H]2CN(CC2)C)C)COC1)NC(OC(C)(C)C)=O tert-Butyl (3-cyano-7-fluoro-4-(5-fluoro-3-((S)-3-(methyl((R)-1-methylpyrrolidin-3-yl)amino)pyrrolidin-1-yl)-7,9-dihydrofuro[3,4-f]quinazolin-6-yl)thieno[3,2-c]pyridin-2-yl)carbamate